CN1N=C2C(C(N(C=3C(=NC=CC23)NC2=C(N=NC(=C2)NC(=O)NC)C(=O)NC([2H])([2H])[2H])C)([2H])[2H])=C1 4-((2,5-dimethyl-4,5-dihydro-2H-pyrazolo[4,3-c][1,7]naphthyridin-6-yl-4,4-d2)amino)-N-(methyl-d3)-6-(3-methylureido)pyridazine-3-carboxamide